(4-(1-(6-(Difluoromethyl)pyridin-2-yl)pyrrolidin-3-yl)pyridin-2-yl)methanamine FC(C1=CC=CC(=N1)N1CC(CC1)C1=CC(=NC=C1)CN)F